C(CCCCCCCCCCCCCCCCCC)[Si](OCC)(OCC)OCC n-nonadecyltriethoxysilane